(2,5-bis(3-aminoprop-1-yn-1-yl)furan-3,4-diyl)dimethanol NCC#CC=1OC(=C(C1CO)CO)C#CCN